BrC1=CC(=C(C=C1)C1(COC1)N[S@](=O)C(C)(C)C)C |r| (±)-N-[3-(4-bromo-2-methyl-phenyl)oxetan-3-yl]-2-methyl-propane-2-sulfinamide